ClC=1C(=C(C(=CC1)C1=CC=CC=C1)C#N)F chloro-3-fluoro-[1,1'-biphenyl]-2-carbonitrile